[Cl-].[Cl-].C(CCCCCCCCCCC)OC(C[NH+](C)C)=O.C(CCCCCCCCCCC)OC(C[NH+](C)C)=O bis(2-(dodecyloxy)-N,N-dimethyl-2-oxoethan-1-aminium) dichloride